2-chloro-N-((2,4-dimethoxybenzyl)carbamoyl)acetamide ClCC(=O)NC(NCC1=C(C=C(C=C1)OC)OC)=O